ClC1=CC(=C(COC2=CC=CC(=N2)N2C=NN(CC2)CC2=NC3=C(N2CC2=CN=CN2CC)C=C(C=C3)C(=O)O)C=C1)F 2-((4-(6-((4-chloro-2-fluorobenzyl)oxy)pyridin-2-yl)-5,6-dihydro-1,2,4-triazine-1(4H)-yl)methyl)-1-((1-ethyl-1H-imidazol-5-yl)methyl)-1H-benzo[d]imidazole-6-carboxylic acid